(R,E)-N-(6-bromo-4-((1-(3-nitro-5-(trifluoromethyl)phenyl)ethyl)amino)pyrido[2,3-d]pyrimidin-7-yl)-N'-hydroxyformimidamide BrC1=CC2=C(N=CN=C2N[C@H](C)C2=CC(=CC(=C2)C(F)(F)F)[N+](=O)[O-])N=C1N\C=N\O